5-((2-fluorobenzyl)oxy)-2-methylbenzofuran-3-carboxylic acid FC1=C(COC=2C=CC3=C(C(=C(O3)C)C(=O)O)C2)C=CC=C1